C(C=C)(=O)N1[C@H](CN(CC1)C1=NC(=NC=2C[C@H](CCC12)C1=CC=CC2=CC=CC=C12)OC[C@H]1N(CCC1)C)CC#N 2-((S)-1-acryloyl-4-((S)-2-(((S)-1-methylpyrrolidin-2-yl)methoxy)-7-(naphthalen-1-yl)-5,6,7,8-tetrahydroquinazolin-4-yl)piperazin-2-yl)acetonitrile